C(#C)C1=CC=C(C=C1)N1C2=CC=CC=C2C=2C=CC=CC12 9-(4-ethynylphenyl)-9H-carbazole